C1(=CC=CC=C1)[C@@H]([C@H](OCCC)C1=CC=CC=C1)N1S(CCC1)(=O)=O (1S,2R)-2-(1,2-Diphenyl-2-propoxyethyl)isothiazolidine-1,1-dioxide